[Ag]I.[Cu] copper-silver iodide